FCCOC1CC(C1)NC(OC(C)(C)C)=O Tert-butyl (3-(2-fluoroethoxy)cyclobutyl)carbamate